coumarin chloride [Cl-].O1C(=O)C=CC2=CC=CC=C12